tert-butyl (3R,4R)-3-hydroxy-4-(4-methylthiazol-5-yl)piperidine-1-carboxylate O[C@H]1CN(CC[C@H]1C1=C(N=CS1)C)C(=O)OC(C)(C)C